COC(C(C\C=C(\CC\C=C(\CCC=C(C)C)/C)/CO)C(C)=O)=O.COC=1C=C2C(=NC=NC2=CC1OC)N(C1=CC=C(C=C1)NS(=O)(=O)N)C N-(4-((6,7-dimethoxyquinazolin-4-yl)(methyl)amino)phenyl)sulfamide methyl-(4Z,8E)-2-acetyl-5-(hydroxymethyl)-9,13-dimethyltetradeca-4,8,12-trienoate